CN1N=C2C=C(C=CC2=C1)C1=CC(=CC=C1)F 2-methyl-6-(3-fluorophenyl)-2H-indazole